2,6-bis(methoxymethyl)-4-n-butoxyphenol COCC1=C(C(=CC(=C1)OCCCC)COC)O